O1C(=NC2=C1C=CC=C2)C2=C(C=CC=C2)O 2-(benzo[D]oxazol-2-yl)phenol